N-(4-(4-Nitrophenoxy)phenyl)-2-oxo-3-(propan-2-ylidene)indoline-5-sulfonamide [N+](=O)([O-])C1=CC=C(OC2=CC=C(C=C2)NS(=O)(=O)C=2C=C3C(C(NC3=CC2)=O)=C(C)C)C=C1